S1C=NC2=C1C=C(C=C2)\C=C/2\C(N(C(=N2)NCC=2SC=C(N2)C)C)=O (5Z)-5-(1,3-Benzothiazol-6-ylmethylene)-3-methyl-2-[(4-methylthiazol-2-yl)methylamino]imidazol-4-one